NC1=CC=C(C(=C1N1C[C@@H](CCC1)CN(C(OC(C)(C)C)=O)C)C(F)(F)F)OC1=C(C=CC=C1)F (R)-tert-butyl ((1-(6-amino-3-(2-fluorophenoxy)-2-(trifluoromethyl)phenyl)piperidin-3-yl)methyl)(methyl)carbamate